C(C)OC(C=1C(N)=CC=CC1)=O ANTHRANILIC ACID ETHYLESTER